Cl.CN1CC(CCC1)CNC=1C=C2CNCC2=C(C1)C1=CC=CC=C1 N-((1-methylpiperidin-3-yl)methyl)-7-phenylisoindoline-5-amine hydrochloride